N(=C=O)CC=1C=C(C=O)C=CC1 3-(isocyanatomethyl)benzaldehyde